Furanoeremophilane CC1CCCC2C1(CC3=C(C2)OC=C3C)C